COC(CCC[O-])(OC)OC.[Zr+4].COC(CCC[O-])(OC)OC.COC(CCC[O-])(OC)OC.COC(CCC[O-])(OC)OC Zirconium trimethoxy-n-butoxide